C(C)(C)(C)OC(=O)N1[C@@H](CC(CC1)C1=NC=CN=C1)C1=CC=C(C=C1)C=1N(C=CN1)NO (S)-2-(4-(N-hydroxyaminoimidazolyl)phenyl)-4-(pyrazin-2-yl)piperidine-1-carboxylic acid tert-butyl ester